2-cyclopentyl-5-methylcyclohexa-2,5-diene-1,4-dione C1(CCCC1)C=1C(C=C(C(C1)=O)C)=O